FC(C1=CC=C(C=C1)C1CCC(N1)=O)(F)F 5-[4-(trifluoromethyl)phenyl]pyrrolidin-2-one